3-[(3-methoxybenzyl)sulfanyl]-5-propyl[1,2,4]triazolo[4,3-a]pyrimidin-7(8H)-one COC=1C=C(CSC2=NN=C3N2C(=CC(N3)=O)CCC)C=CC1